C(CCCCCCCCCCCCCCC)(=O)OC(CO)CO 2-palmitoyl-sn-glycerol